3-Amino-1-cyclopropyl-cyclobutanol NC1CC(C1)(O)C1CC1